CC(CCC)N1N=CNC1=O 2,4-dihydro-2-(1-methylbutyl)-3H-1,2,4-triazol-3-one